1-(((1R,3R)-1-(6-fluoro-3-(2-((3-fluoropropyl)amino)ethoxy)-2-methylphenyl)-3-methyl-1,3,4,9-tetrahydro-2H-pyrido[3,4-b]indol-2-yl)methyl)cyclobutane-1-carboxylic acid FC1=CC=C(C(=C1[C@H]1N([C@@H](CC2=C1NC1=CC=CC=C21)C)CC2(CCC2)C(=O)O)C)OCCNCCCF